Cl.N1C[C@@H](CC1)CN1CCC2(CC(C2)NS(=O)(=O)CC)CC1 (R)-N-(7-(Pyrrolidin-3-ylmethyl)-7-azaspiro[3.5]nonan-2-yl)ethanesulfonamide hydrochloride